(R)-2-((((9H-fluoren-9-yl)methoxy)carbonyl)-amino)-4-(tert-butoxy)-4-oxobutanoic acid C1=CC=CC=2C3=CC=CC=C3C(C12)COC(=O)N[C@@H](C(=O)O)CC(=O)OC(C)(C)C